FC Fluoromethan